ClC=1C=C(C=CC1F)C=1N=C(SC1F)NS(=O)(=O)C1=NC=C(C=C1C1CC1)/N=C/C1=C(C(=CC=C1)OC)O (E)-N-(4-(3-chloro-4-fluorophenyl)-5-fluorothiazol-2-yl)-3-cyclopropyl-5-((2-hydroxy-3-methoxybenzylidene)amino)pyridine-2-sulfonamide